(2S,3R,4R,5R)-3-(3,4-difluoro-2-hydroxy-phenyl)-4,5-dimethyl-5-(trifluoromethyl)tetrahydrofuran FC=1C(=C(C=CC1F)[C@@H]1CO[C@]([C@@H]1C)(C(F)(F)F)C)O